ClC=1C(=NC2=CC=CC=C2N1)C(=O)OC(C)(C)C tert-butyl 3-chloroquinoxaline-2-carboxylate